C(C)(=O)N1CCC(CC1)N(C)CC=1C=CC(=NC1OC)C=1C(=C(C=CC1)C1=C(C(=NC=C1)C=1C=C2CN(CC2=CC1)C(=O)OC(C)(C)C)Cl)Cl tert-butyl 5-(4-(3-(5-(((1-acetylpiperidin-4-yl)(methyl)amino)methyl)-6-methoxypyridin-2-yl)-2-chlorophenyl)-3-chloropyridin-2-yl)isoindoline-2-carboxylate